C(C)(C)(C)C1=C(C=C(C=C1)N1C(C2=CC=CC=C2[C@H]([C@@H]1C=1C=C2CCCOC2=CC1)C(=O)O)=O)Cl |r| (3R,4R) and (3S,4S)-2-(4-tert-butyl-3-chlorophenyl)-3-(3,4-dihydro-2H-chromen-6-yl)-1-oxo-1,2,3,4-tetrahydroisoquinoline-4-carboxylic acid